BrC1=CC(=C(C(=C1)NC[C@H]1OCC1)NC(CCl)=O)F (S)-N-(4-Bromo-2-fluoro-6-((oxetan-2-yl-methyl)amino)phenyl)-2-chloroacetamide